N1=C(C=CC=C1)SSCCC(C(=O)N)=C pyridyldithioethyl-acrylamide